ClC=1C=C(C=CC1F)N(C(=O)OCC1CCC(CC1)COCC(=O)O)C1=CC(=CC=C1)F 2-(((1r,4r)-4-(((3-chloro-4-fluorophenyl)(3-fluorophenyl)carbamoyloxy)methyl)cyclohexyl)methoxy)acetic acid